N1=CN=CC(=C1)S(=O)(=O)Cl pyrimidine-5-sulfonyl chloride